(1S,2S)-1,2-bis(2,4,6-trimethylphenyl)ethylenediamine CC1=C(C(=CC(=C1)C)C)[C@@H]([C@@H](N)C1=C(C=C(C=C1C)C)C)N